BrC=1C=C(C=NC1)C#CC=1C=C(C(=O)NC2=NN3C(C(CCC3)(F)F)=C2)C=CC1C 3-[2-(5-Bromo-3-pyridyl)ethynyl]-N-(4,4-difluoro-6,7-dihydro-5H-pyrazolo[1,5-a]pyridin-2-yl)-4-methyl-benzamide